BrC=1C(=CC(=C(C1)N([C@@H](CCSC)C(=O)O)C1CC1)F)F N-(5-bromo-2,4-difluorophenyl)cyclopropylmethionine